methyl 2-((1S,4S)-4,7-dimethyl-5',6'-dihydro-2'H,4'H-spiro[isochromane-1,3'-pyran]-5-yl)acetate C[C@@H]1CO[C@]2(COCCC2)C2=CC(=CC(=C12)CC(=O)OC)C